[Cd].[Ba] barium cadmium